CN[C@@H]1C([C@H](C1)OC=1C=2N(C=C(N1)C=1C=NN(C1)C)N=CC2)(C)C rac-(trans)-N,2,2-trimethyl-3-((6-(1-methyl-1H-pyrazol-4-yl)pyrazolo[1,5-a]pyrazin-4-yl)oxy)cyclobutan-1-amine